N-(4-((2,2-difluorocyclopentyl)oxy)-3-hydroxyphenyl)-2-(pyrrolidin-1-yl)-5-(2,2,2-trifluoroethyl)oxazole-4-carboxamide FC1(C(CCC1)OC1=C(C=C(C=C1)NC(=O)C=1N=C(OC1CC(F)(F)F)N1CCCC1)O)F